COC(=O)C=1C=C2C(=NN(C2=CC1)C1=CC=NC=C1)C 3-methyl-1-(pyridin-4-yl)indazole-5-carboxylic acid methyl ester